CN(C1CC(C1)C=1SC2=C(N1)C=C(C=C2)[C@@H]2N(C[C@H](CC2)C)C(C(=O)NC=2C=NC(=C(C(=O)N)C2)OC)=O)C 5-(2-((2R,5S)-2-(2-((1r,3R)-3-(dimethylamino)cyclobutyl)benzo[d]thiazol-5-yl)-5-methylpiperidin-1-yl)-2-oxoacetamido)-2-methoxynicotinamide